[bis(biphenylyl)triazineyl]phenyldibenzothiophene C1(=C(C=CC=C1)C1=C(C(=NN=N1)C1=C(C2=C(SC3=C2C=CC=C3)C=C1)C1=CC=CC=C1)C1=C(C=CC=C1)C1=CC=CC=C1)C1=CC=CC=C1